tert-butyl (E)-4-(5-carbamoyl-2-(1-ethyl-3-methyl-1H-pyrazole-5-carboxamido)-7-methyl-1H-benzo[d]imidazol-1-yl)but-2-enylcarbamate C(N)(=O)C1=CC2=C(N(C(=N2)NC(=O)C2=CC(=NN2CC)C)C/C=C/CNC(OC(C)(C)C)=O)C(=C1)C